NC1CCN(CC1)C[C@@H]1CN(CCO1)C(=O)OC(C)(C)C tert-butyl (2R)-2-[(4-amino-1-piperidyl)methyl]morpholine-4-carboxylate